4-(6-(5-(6-methylpyridin-2-yl)-1H-imidazol-4-yl)quinolin-3-yl)thiophen-2-carboxylic acid azetidin-3-ylmethyl ester N1CC(C1)COC(=O)C=1SC=C(C1)C=1C=NC2=CC=C(C=C2C1)C=1N=CNC1C1=NC(=CC=C1)C